3-((2,6-diazaspiro[3.3]heptan-2-yl)sulfonyl)-3'-methyl-4-pentyl-[1,1'-biphenyl]-2,6-diol C1N(CC12CNC2)S(=O)(=O)C2=C(C(=C(C=C2CCCCC)O)C2=CC(=CC=C2)C)O